[Zr+].C(C)CC(CC(=O)[O-])=O mono(ethyl acetoacetate) zirconium